CC1=C(OC=2C(=CC(N(C2)C)=O)C=2C3=C(C(N(C2)C)=O)NC(=C3)C3=CN(C(C=C3)=O)C)C(=CC=C1)C 5-(2,6-dimethylphenoxy)-1-methyl-4-[6-methyl-2-(1-methyl-6-oxopyridin-3-yl)-7-oxo-1H-pyrrolo[2,3-c]pyridin-4-yl]pyridin-2-one